C(#N)C=C1CN(C1)C1=CC(=C(C(=O)N[C@H](C(F)(F)F)C)C=C1F)F (S)-4-(3-(cyanomethylene)azetidin-1-yl)-2,5-difluoro-N-(1,1,1-trifluoropropan-2-yl)benzamide